2-methoxy-5-[[methyl-(3,4,5-trimethoxyphenyl)amino]methyl]phenol COC1=C(C=C(C=C1)CN(C1=CC(=C(C(=C1)OC)OC)OC)C)O